bis-trimethylammonium chlorid [Cl-].C[NH+](C)C.C[NH+](C)C.[Cl-]